ClC=1C=C(C(=C(C1)O)C=1C=CC=2C(N1)=NN(C2)C2CCOCC2)C 5-chloro-3-methyl-2-(2-(tetrahydro-2H-pyran-4-yl)-2H-pyrazolo[3,4-b]pyridin-6-yl)phenol